O[C@H]1[C@@H](O[C@H]([C@@H](C1)O)C)OC(CC/C=C/C(=O)OC(C)(C)C)(C)C tert-butyl (2E)-6-{[(2S,3R,5R,6S)-3,5-dihydroxy-6-methyloxan-2-yl]oxy}-6-methylhept-2-enoate